NC=1C2=C(N=CN1)N(C(=C2C2=CC=C(C=C2)OC2=NC(=CC=C2)C)C#CC2[C@@H]1CN(C[C@H]21)C(\C=C\CNC)=O)C (E)-1-((1R,5S,6s)-6-((4-amino-7-methyl-5-(4-((6-methylpyridin-2-yl)oxy)phenyl)-7H-pyrrolo[2,3-d]pyrimidin-6-yl)ethynyl)-3-azabicyclo[3.1.0]hexan-3-yl)-4-(methylamino)but-2-en-1-one